C1(CC1)NC(=O)C1=C(N(C(C(=C1O)C)=O)C)NC1=C(C=C(C=C1)I)F N-cyclopropyl-2-[(2-fluoro-4-iodophenyl)amino]-4-hydroxy-1,5-dimethyl-6-oxopyridine-3-carboxamide